2-[8-methyl-6-[(2R)-2-phenylpropoxy]-[1,2,4]triazolo[1,5-a]pyridin-2-yl]acetaldehyde CC=1C=2N(C=C(C1)OC[C@H](C)C1=CC=CC=C1)N=C(N2)CC=O